bromobenzo[b]thiophene-2-carboxylic acid methyl ester COC(=O)C1=C(C2=C(S1)C=CC=C2)Br